C(C)(C)SC=1C(=CC2=C(NC=N2)C1)C(F)(F)F 6-Isopropylsulfanyl-5-trifluoromethyl-1H-benzoimidazol